C(C)(=O)N1CCN(CC1)CCN1C(N([C@@H](C1)C(=O)N(C)C1=C(C(=C(C=C1)F)Cl)F)C1=NC(=CC(=C1)C(F)(F)F)C)=O (S)-1-(2-(4-Acetylpiperazin-1-yl)ethyl)-N-(3-chloro-2,4-difluoro-phenyl)-N-methyl-3-(6-methyl-4-(trifluoromethyl)pyridin-2-yl)-2-oxoimidazolidine-4-carboxamide